4-[8-(3-chloro-phenyl)-3-hydroxy-quinolin-2-yl]-4-oxo-butyric acid ethyl ester C(C)OC(CCC(=O)C1=NC2=C(C=CC=C2C=C1O)C1=CC(=CC=C1)Cl)=O